C(CCCCOC1=CC=C(C=C1)C(N)=N)OC1=CC=C(C=C1)C(N)=N 4,4'-[pentane-1,5-diylbis(oxy)]dibenzenecarboximidamide